COC(C1=C(C=C(C(=C1)NC[C@H]1OCC1)[N+](=O)[O-])F)=O (S)-2-fluoro-4-nitro-5-((oxetan-2-ylmethyl)amino)benzoic acid methyl ester